5-(3-(3-(6-fluoronaphthalene-1-yl)azetidin-1-yl)-5-(methoxymethyl)-4H-1,2,4-triazole-4-yl)-2-methoxypyridine FC=1C=C2C=CC=C(C2=CC1)C1CN(C1)C1=NN=C(N1C=1C=CC(=NC1)OC)COC